BrC=1C=C(C=C(C1)CC)N1CCN(CC1)C(=O)OC(C)(C)C tert-butyl 4-(3-bromo-5-ethyl-phenyl)piperazine-1-carboxylate